ClC=1C=C(C=NC1)C1=CNC2=NC=CC(=C21)N2CCCCC2 3-(5-chloro-3-pyridyl)-4-(1-piperidyl)-1H-pyrrolo[2,3-b]pyridine